Tert-butyl 4-[3-[1-(2,6-dioxopiperidin-3-yl)-3-methyl-2-oxo-1,3-benzodiazol-4-yl]propyl]piperidine-1-carboxylate O=C1NC(CCC1N1C(N(C2=C1C=CC=C2CCCC2CCN(CC2)C(=O)OC(C)(C)C)C)=O)=O